CC1=C(C=C2C(=NNC2=C1)C=1C=NN(C1)C)C1C[C@@H]2[C@@H](CN(C2)C2COCCC2)C1 6-methyl-3-(1-methyl-1H-pyrazol-4-yl)-5-((3aR,5s,6aS)-2-(tetrahydro-2H-pyran-3-yl)octahydrocyclopenta[c]pyrrol-5-yl)-1H-indazole